Racemic-N-(1-(6,7-difluoro-1-oxo-1,2-dihydroisoquinolin-4-yl)ethyl)-4,5-difluoro-N-methyl-1H-indole-2-carboxamide FC=1C=C2C(=CNC(C2=CC1F)=O)[C@@H](C)N(C(=O)C=1NC2=CC=C(C(=C2C1)F)F)C |r|